ClC=1C=C(C2=C(NC=N2)C1)C1=NC=NC(=C1)OC 6-chloro-4-(6-methoxypyrimidin-4-yl)-1H-benzo[d]imidazole